OC(CC1=CNC2=CC=CC=C12)CO 3-(2,3-dihydroxypropyl)-1H-indol